C12CN(CC(N1)C2)C2=CC=C(C=N2)C=2C=1N(C=C(C2)OCC(C)(C)O)N=CC1C#N 4-(6-(3,6-diazabicyclo[3.1.1]heptan-3-yl)pyridin-3-yl)-6-(2-hydroxy-2-methylpropoxy)pyrazolo[1,5-a]pyridine-3-carbonitrile